O=C1C(CC2(C1)CCN(CC2)C(=O)OC(C)(C)C)C(=O)OC 8-(tert-butyl) 2-methyl 3-oxo-8-azaspiro[4.5]decane-2,8-dicarboxylate